2-[4-(4-chlorophenyl)-5-(pyridin-4-yl)-1H-imidazol-1-yl]-1-[3-(1H-imidazol-1-yl)pyrrolidin-1-yl]ethan ClC1=CC=C(C=C1)C=1N=CN(C1C1=CC=NC=C1)CCN1CC(CC1)N1C=NC=C1